C(C1=CC=CC=C1)OC(=O)N1[C@H](CN(CC1)C=1C2=C(N=C(N1)OCC1(CCC1)N)CNCC2)CC#N (S)-4-(2-((1-aminocyclobutyl)methoxy)-5,6,7,8-tetrahydropyrido[3,4-d]pyrimidin-4-yl)-2-(cyanomethyl)piperazine-1-carboxylic acid benzyl ester